(R)-3-(6-ethynylpyridin-2-yl)-10-methyl-9,10,11,12-tetrahydro-8H-[1,4]diazepino[5',6':4,5]thieno[3,2-f]quinolin-8-one C(#C)C1=CC=CC(=N1)C1=NC=2C=CC3=C(C2C=C1)C1=C(S3)C(N[C@@H](CN1)C)=O